(3S,4R)-4-{[7-(1-ethylcyclobutyl)-5-fluoro-6-iodopyrrolo[2,1-f][1,2,4]triazin-2-yl]amino}oxan-3-yl acetate C(C)(=O)O[C@@H]1COCC[C@H]1NC1=NN2C(C=N1)=C(C(=C2C2(CCC2)CC)I)F